O1CCN(CC1)CCOCCOC1=CC=C(N)C=C1 4-(2-(2-morpholinoethoxy)ethoxy)aniline